(S,E)-6-(4-(Dimethylamino)but-2-enoyl)-4-(2-(1-(methylsulfonyl)-3-(trifluoromethyl)-1H-pyrazol-4-yl)phenyl)-4,5,6,7-tetrahydrothieno[2,3-c]pyridine-2-carbonitrile CN(C/C=C/C(=O)N1CC2=C([C@@H](C1)C1=C(C=CC=C1)C=1C(=NN(C1)S(=O)(=O)C)C(F)(F)F)C=C(S2)C#N)C